BrC=1SC(=C2C1OCCO2)C=O 2-Bromo-3,4-ethylenedioxythiophene-5-carbaldehyde